Di-m-Toluoyl Peroxide C1(=CC(=CC=C1)C(=O)OOC(=O)C=1C=C(C=CC1)C)C